6-(Cyclopropanecarboxamido)-N-methoxy-4-((6-methyl-2-(N-methylmethylsulfonamido)pyridin-3-yl)amino)nicotinAmide C1(CC1)C(=O)NC1=NC=C(C(=O)NOC)C(=C1)NC=1C(=NC(=CC1)C)N(S(=O)(=O)C)C